ClC1=NC2=CC(=C(C=C2C(=N1)NCC=1OC=CC1)OC)OCC 2-chloro-7-ethoxy-N-(furan-2-ylmethyl)-6-methoxyquinazolin-4-amine